ClC=1C=C(CON)C=CC1 O-(3-Chlorobenzyl)hydroxylamine